(4-(3-((diphenylmethylene)amino)-4-methoxyphenyl)-1-methylpiperazin-2-yl)methanol C1(=CC=CC=C1)C(C1=CC=CC=C1)=NC=1C=C(C=CC1OC)N1CC(N(CC1)C)CO